4-((4-cyclopropyl-2-(N-methyl-methanesulfonamido)-phenyl)amino)-N-ethoxy-6-((5-methoxypyridin-2-yl)-amino)nicotinamide C1(CC1)C1=CC(=C(C=C1)NC1=CC(=NC=C1C(=O)NOCC)NC1=NC=C(C=C1)OC)N(S(=O)(=O)C)C